butoxy-phenylboronic acid C(CCC)OC1=C(C=CC=C1)B(O)O